5-((1r,6r)-3,9-diazabicyclo[4.2.1]nonan-9-yl)-9-(4-chloro-2-methyl-2H-indazol-5-yl)-7H-imidazo[1,2-c]pyrrolo[3,2-e]pyrimidine [C@H]12CNCC[C@@H](CC1)N2C2=NC1=C(C=3N2C=CN3)C(=CN1)C1=C(C3=CN(N=C3C=C1)C)Cl